C(C=C)N1N(C2=NC(=NC=C2C1=O)NC1=CC=C(C=C1)OCCCF)C1=CC=CC(=N1)OC1CCN(CC1)C(=O)OC(C)(C)C tert-butyl 4-((6-(2-allyl-6-((4-(3-fluoropropoxy)phenyl)amino)-3-oxo-2,3-dihydro-1H-pyrazolo[3,4-d]pyrimidin-1-yl)pyridin-2-yl)oxy)piperidine-1-carboxylate